C1(CC1)C=1N=CN(C1)C1=CC(=NC=C1N1CCOCC1)C(=O)NC1=CC=CC=2C=3N(CCOC21)N=NN3 4-(4-cyclopropyl-1H-imidazol-1-yl)-N-(5,6-dihydrobenzo[f]tetrazolo[1,5-d][1,4]oxazepin-8-yl)-5-morpholinopicolinamide